2-methoxyhexadecyl 2,3,6-tri-O-acetyl-4-O-(2,3,4,6-tetra-O-acetyl-α-D-galactopyranosyl)-β-D-glucopyranoside C(C)(=O)O[C@H]1[C@H](OCC(CCCCCCCCCCCCCC)OC)O[C@@H]([C@H]([C@@H]1OC(C)=O)O[C@@H]1[C@H](OC(C)=O)[C@@H](OC(C)=O)[C@@H](OC(C)=O)[C@H](O1)COC(C)=O)COC(C)=O